[1,1'-biphenyl]-2-ylbis-cyclohexylphosphine C1(=C(C=CC=C1)P(C1CCCCC1)C1CCCCC1)C1=CC=CC=C1